N,N'-Dimethyl-4-nitrosoaniline CN(C)C1=CC=C(C=C1)N=O